C(C)(C)(C)OC(=O)N(CCOCCOCCOCCOC/C=C/C(=O)O)C(=O)OC(C)(C)C (E)-4-[2-[2-[2-[2-[bis(tert-butoxycarbonyl)amino]ethoxy]ethoxy]ethoxy]ethoxy]but-2-enoic acid